(R)-7-(4-((1-(3-cyano-2-methylphenyl)ethyl)amino)-7-methoxy-2-methylquinazolin-6-yl)-2,7-diazaspiro[3.5]nonane-2-carboxylate C(#N)C=1C(=C(C=CC1)[C@@H](C)NC1=NC(=NC2=CC(=C(C=C12)N1CCC2(CN(C2)C(=O)[O-])CC1)OC)C)C